(S)-1-Isopropyl-N'-((3-methyl-2-(trifluoromethyl)-6,7-dihydro-5H-cyclopenta[b]pyridin-4-yl)carbamoyl)-1H-pyrazole-3-sulfonimidamide C(C)(C)N1N=C(C=C1)[S@](=O)(N)=NC(NC1=C2C(=NC(=C1C)C(F)(F)F)CCC2)=O